C(CCCCC#C)(=O)N hept-6-ynamide